OB1OC2=C(C[C@@H]1NC([C@@H](C1=CC=C(C=C1)P(=O)(O)O)NC(=O)[C@@H]1N(CCC1)C)=O)C=CC=C2C(=O)O (R)-2-hydroxy-3-((R)-2-((R)-1-methylpyrrolidine-2-carboxamido)-2-(4-phosphonophenyl)acetamido)-3,4-dihydro-2H-benzo[e][1,2]oxaborinine-8-carboxylic acid